N-(N-Boc-4-aminocyclohexyl)-6-hydroxy-beta-naphthamide C(=O)(OC(C)(C)C)NC1CCC(CC1)NC(=O)C1=CC2=CC=C(C=C2C=C1)O